ClCC1=C(CN)C(=CC=C1)CCl 2,6-dichloromethylbenzylamine